FC1=CC=C(C=C1)C(=O)C1=CNC=2N=C(N=C(C21)NC2COCCC2)NC2=CC=C(C=C2)N2CCN(CC2)C (4-fluorophenyl)(2-((4-(4-methylpiperazin-1-yl)phenyl)amino)-4-((tetrahydro-2H-pyran-3-yl)amino)-7H-pyrrolo[2,3-d]pyrimidin-5-yl)methanone